(3R,4S)-1-(6-bromopyrazolo[1,5-a]pyridin-4-yl)-3-cyclopropyl-4-methyl-2-oxo-pyrrolidine-3-carbonitrile BrC=1C=C(C=2N(C1)N=CC2)N2C([C@]([C@@H](C2)C)(C#N)C2CC2)=O